C(C)(C)(C)C1=CC=2C(C3=CC(=CC(=C3OC2C(=C1)P(C1=CC=CC=C1)C1=C(C=CC=C1)OC(C)C)P(C1=CC=CC=C1)C1=C(C=CC=C1)OC(C)C)C(C)(C)C)(C)C (+)-(2,7-di-tert-butyl-9,9-dimethyl-9H-xanthene-4,5-diyl)bis((2-isopropoxyphenyl)(phenyl)phosphine)